CN(C(C(F)(F)F)=O)[Si](C)(C)C(C)(C)C N-methyl-N-[tert-butyldimethylsilyl]trifluoroacetamide